C(N)(=O)C=1C=C(C=CC1F)NC(=O)[C@@H]1O[C@]([C@@H]([C@@H]1C1=C(C(=C(C=C1)F)F)OC)C)(C(F)(F)F)C (2R,3R,4R,5R)-N-(3-Carbamoyl-4-fluoro-phenyl)-3-(3,4-Difluoro-2-methoxy-phenyl)-4,5-dimethyl-5-(trifluoromethyl)tetrahydrofuran-2-carboxamid